N1N=CC(=C1)C1=NC(=NC(=N1)C1=NC(=CC=C1)C(F)(F)F)NC1=CC(=NC=C1)C(F)(F)F 4-(1H-pyrazol-4-yl)-6-(6-(trifluoromethyl)pyridin-2-yl)-N-(2-(trifluoromethyl)pyridin-4-yl)-1,3,5-triazin-2-amine